6-[[[(3R)-morpholine-3-carbonyl]amino]methyl]pyridine-3-carboxylic acid ethyl ester hydrochloride Cl.C(C)OC(=O)C=1C=NC(=CC1)CNC(=O)[C@@H]1NCCOC1